cyclohexaneformoyl chloride C1(CCCCC1)C(=O)Cl